2-({[3-Ethyl-1-methyl-5-(trifluoromethyl)pyrazol-4-yl]methyl}sulfanyl)-3H,5H,6H,7H-cyclopenta[d]pyrimidin-4-one trifluoroacetate salt FC(C(=O)O)(F)F.C(C)C1=NN(C(=C1CSC=1NC(C2=C(N1)CCC2)=O)C(F)(F)F)C